2-bromo-1,1'-biphenyl-2',3',4',5',6'-d5 BrC1=C(C=CC=C1)C1=C(C(=C(C(=C1[2H])[2H])[2H])[2H])[2H]